C1(CCCCCC1)C(=O)OC(CSCCCCCC(CCCCCOC(C(CCCCCCCC)CCCCCC)=O)N(C)CCCCO)CCCCCC 1-((11-((2-Hexyldecanoyl)oxy)-6-((4-hydroxybutyl)(methyl)amino)undecyl)thio)-octan-2-yl cycloheptanecarboxylate